(1R,2R)-N-(6-(((6-cyclopropyl-8-(3-methyl-2,4-dioxoimidazolidin-1-yl)imidazo[1,2-a]pyridin-2-yl)methyl)amino)pyrimidin-4-yl)-2-(4-methylpyrimidin-2-yl)cyclopropane-1-carboxamide C1(CC1)C=1C=C(C=2N(C1)C=C(N2)CNC2=CC(=NC=N2)NC(=O)[C@H]2[C@@H](C2)C2=NC=CC(=N2)C)N2C(N(C(C2)=O)C)=O